5-bromo-2-(3,3-difluorocyclobutyl)thiazole tert-Butyl-3-(3-hydroxy-4-(methoxycarbonyl)phenyl)piperazine-1-carboxylate C(C)(C)(C)OC(=O)N1CC(NCC1)C1=CC(=C(C=C1)C(=O)OC)O.BrC1=CN=C(S1)C1CC(C1)(F)F